FC=1C=C(CN2N=CC3=CC(=CC=C23)C(=O)O)C=C(C1)F 1-(3,5-Difluorobenzyl)-1H-indazole-5-carboxylic acid